FC=1C=NC=CC1CC(COC(=O)C1C(C1)(F)F)=O 3-(3-fluoropyridin-4-yl)-2-oxopropyl-2,2-difluorocyclopropane-1-carboxylate